COC1=CC=C(C=C1)C(CSC1=NC=2CCCCC2C(=C1C#N)C=1OC(=CC1)C)=O 2-[2-(4-Methoxy-phenyl)-2-oxo-ethylsulfanyl]-4-(5-methyl-furan-2-yl)-5,6,7,8-tetrahydro-quinoline-3-carbonitrile